COC=1SC(=CN1)B(O)O 2-methoxythiazol-5-yl-boronic acid